N1(CCC1)C1=CC=C(C=C1)S(=O)(=O)NC1=CC=2C(C3=CC=CC=C3C(C2C(=C1O)O)=O)=O 4-(azetidin-1-yl)-N-(3,4-dihydroxy-9,10-dioxo-9,10-dihydroanthracen-2-yl)benzenesulfonamide